C(C)(C)[C@]12CCCCN2C(C2=C1SC(=C2)C2=NC(=NC=C2C(F)(F)F)NC2CCN(CC2)S(=O)(=O)C)=O (9aR)-9a-Isopropyl-2-(2-((1-(methylsulfonyl)piperidin-4-yl)amino)-5-(trifluoro-methyl)pyrimidin-4-yl)-7,8,9,9a-tetrahydrothieno[2,3-a]indolizin-4(6H)-one